(4-dodecylbenzenesulfonyloxyimino)-phenylacetonitrile C(CCCCCCCCCCC)C1=CC=C(C=C1)S(=O)(=O)ON=C(C#N)C1=CC=CC=C1